4-(dimethoxymethyl)-2-(3-methanesulfonylphenyl)pyrimidine COC(C1=NC(=NC=C1)C1=CC(=CC=C1)S(=O)(=O)C)OC